2-butyl-3-(6-chlorohexyl)-N,N-bis[(2,4-dimethoxyphenyl)methyl]-4-isopropoxy-imidazo[4,5-d]pyridazin-7-amine C(CCC)C=1N(C=2C(=C(N=NC2OC(C)C)N(CC2=C(C=C(C=C2)OC)OC)CC2=C(C=C(C=C2)OC)OC)N1)CCCCCCCl